The molecule is the dianion resulting from the removal of both protons from the arsenate group of arseno-mycothiol. It is a conjugate base of an arseno-mycothiol(1-). CC(=O)N[C@@H](CS[As](=O)([O-])[O-])C(=O)N[C@@H]1[C@H]([C@@H]([C@H](O[C@@H]1OC2[C@@H]([C@H](C([C@H]([C@H]2O)O)O)O)O)CO)O)O